O(C1=CC=CC=C1)C1=CC=C(C=C1)C1=NN(C2=NC=NC(=C21)N)C2CCN(CC2)C=2C=NN(C2)C2CCNCC2 3-(4-phenoxyphenyl)-1-[1-[1-(4-piperidyl)pyrazol-4-yl]-4-piperidyl]pyrazolo[3,4-d]pyrimidin-4-amine